O=C1NC(CCC1N1C(N(C2=C1C=CC=C2N2CC1N(C(C2)C1)CC1CCC(CC1)N1N=C2C=CC(=CC2=C1)NC(=O)C1=NC(=CC=C1)C(F)(F)F)C)=O)=O N-[2-[4-[[3-[1-(2,6-dioxo-3-piperidyl)-3-methyl-2-oxo-benzimidazol-4-yl]-3,6-diazabicyclo[3.1.1]heptan-6-yl]methyl]cyclohexyl]indazol-5-yl]-6-(trifluoromethyl)pyridine-2-carboxamide